copper-tin-gold [Au].[Sn].[Cu]